7-amino-6-bromo-N-((1R)-1-(2-pyrimidinyl)ethyl)-N-((6-(trifluoromethyl)-3-pyridazinyl)methyl)-1,8-naphthyridine-3-carboxamide NC1=C(C=C2C=C(C=NC2=N1)C(=O)N(CC=1N=NC(=CC1)C(F)(F)F)[C@H](C)C1=NC=CC=N1)Br